CC=1N=C(N2C1C=C(C(=C2)OC2=CC=C(C=C2)OCCOC2CCOCC2)C(=O)OCC2=NC=C(C=C2C)C2=NOC(=N2)C(F)(F)F)C (3-methyl-5-(5-(trifluoromethyl)-1,2,4-oxadiazol-3-yl)pyridin-2-yl)methanol methyl-3-methyl-6-[4-(2-tetrahydropyran-4-yloxyethoxy)phenoxy]imidazo[1,5-a]pyridine-7-carboxylate